(R)-3-(3-chloro-4-fluorophenyl)-1-ethyl-1-(1-(1-methoxyisoquinolin-4-yl)ethyl)urea ClC=1C=C(C=CC1F)NC(N([C@H](C)C1=CN=C(C2=CC=CC=C12)OC)CC)=O